3-chloro-5-methoxy-aniline ClC=1C=C(N)C=C(C1)OC